[Cl-].[Cl-].ClC(C=1C=C(C=CC1)C(=[Zr+2](C1(C(C(C(C2(C3C(=C4C=5C=CC=CC5CC4=C21)C=CCC3)C)(C)C)(C)C)(C)C)C)C3C=CC=C3)C3=CC(=CC=C3)C(Cl)(Cl)Cl)(Cl)Cl di-(m-trichloromethyl-phenyl)methylene(cyclopentadienyl)(octamethyloctahydrodibenzofluorenyl)zirconium dichloride